5-dinitromethyl-4-nitro-1,2,3-triazole hydrazine salt NN.[N+](=O)([O-])C(C1=C(N=NN1)[N+](=O)[O-])[N+](=O)[O-]